Cl.[N+](=O)([O-])C=1C=C2C(=C(NC2=CC1)CN)C1=CC=CC=C1 [(5-nitro-3-phenyl-1H-indol-2-yl)methyl]amine hydrochloride